N1(CCNCC1)CC(=O)OC(C)(C)C 1,1-dimethylethyl 1-piperazineacetate